C(C)(C)C1=C(NC2=CC=C(C=C12)C1CCC(CC1)N(C)CCOC)C=1C=C(C=2N(C1)N=CN2)OC 4-(3-Isopropyl-2-(8-methoxy-[1,2,4]triazolo[1,5-a]pyridin-6-yl)-1H-indol-5-yl)-N-(2-methoxyethyl)-N-methylcyclohexan-1-amin